N-[4-(2,2-difluoroethoxy)-[1,3]thiazolo[5,4-c]pyridin-2-yl]-3-{[3-(5-methyl-1,2,4-oxadiazol-3-yl)phenyl]formamido}propenamide FC(COC1=NC=CC2=C1SC(=N2)NC(C=CNC(=O)C2=CC(=CC=C2)C2=NOC(=N2)C)=O)F